S(=O)(=O)(O)O.N1C(=NC=C1)N.N1C(=NC=C1)N 1H-imidazol-2-amine hemisulfate